N-[2-(aminocarbonyl)phenyl]-5-methyl-2-thiophenecarboxamide NC(=O)C1=C(C=CC=C1)NC(=O)C=1SC(=CC1)C